trimethylsilyloxy-silyl-oxy-silane C[Si](O[SiH2]O[SiH3])(C)C